dinaphthol potassium [K].C1(=CC=CC2=CC=CC=C12)O.C1(=CC=CC2=CC=CC=C12)O